FC1=C(C=CC(=C1C)OCC1(CC1)O)C=1C(CC(NN1)=O)C 6-{2-fluoro-4-[(1-hydroxycyclopropyl)methoxy]-3-methylphenyl}-5-methyl-4,5-dihydro-2H-pyridazin-3-one